(R)-1-(bis(4-chlorophenyl)methyl)-2-methylpiperazine ClC1=CC=C(C=C1)C(N1[C@@H](CNCC1)C)C1=CC=C(C=C1)Cl